N-(4-(4-amino-7-methyl-5-(1-methylpiperidin-4-yl)-7H-pyrrolo[2,3-d]pyrimidin-6-yl)phenyl)acrylamide NC=1C2=C(N=CN1)N(C(=C2C2CCN(CC2)C)C2=CC=C(C=C2)NC(C=C)=O)C